2-[1-(2-hydroxy-3,5-di-t-pentylphenyl)-ethyl]-4,6-di-t-pentylphenyl acrylate C(C=C)(=O)OC1=C(C=C(C=C1C(C)(C)CC)C(C)(C)CC)C(C)C1=C(C(=CC(=C1)C(C)(C)CC)C(C)(C)CC)O